2-(4-(tert-butoxycarbonyl)piperazin-1-yl)-5-chloropyrimidine-4-carboxylic acid C(C)(C)(C)OC(=O)N1CCN(CC1)C1=NC=C(C(=N1)C(=O)O)Cl